(3S,4R)-4-amino-3-methoxytetrahydropyran hydrochloride Cl.N[C@H]1[C@@H](COCC1)OC